2,2'-thiobisphenolate S(C1=C(C=CC=C1)[O-])C1=C(C=CC=C1)[O-]